[Si](C)(C)(C(C)(C)C)OCCC=1C=C(C=CC1)B(OC(C)C)OC(C)C diisopropyl (3-(2-((t-butyldimethylsilyl)oxy)ethyl) phenyl)boronate